tetrabutylguanidinium C(CCC)N(C(N(CCCC)CCCC)=[NH2+])CCCC